6-(3-amino-6-(1-methyl-1H-pyrazol-4-yl)pyrazin-2-yl)-2-(2,6-dibromo-3,5-dimethoxyphenyl)pyridazin-3(2H)-one 2,2,2-trifluoroacetate salt FC(C(=O)O)(F)F.NC=1C(=NC(=CN1)C=1C=NN(C1)C)C=1C=CC(N(N1)C1=C(C(=CC(=C1Br)OC)OC)Br)=O